(S)-N-cyclopropyl-4-(pyrrolidin-3-yloxy)pyrimidin-2-amine C1(CC1)NC1=NC=CC(=N1)O[C@@H]1CNCC1